C1=CC=CC=2C3=CC=CC(=C3C(=CC12)C=O)[2H] phenanthrene-8-d1-9-carbaldehyde